7-chloro-3-(2,6-dichloro-3,5-dimethoxyphenyl)-1-(1-methyl-1H-pyrazol-4-yl)-3,4-dihydropyrimido[4,5-d]pyrimidine-2(1H)-thione ClC1=NC=C2C(=N1)N(C(N(C2)C2=C(C(=CC(=C2Cl)OC)OC)Cl)=S)C=2C=NN(C2)C